dihydroxystilbene taurate NCCS(=O)(=O)O.OC(=C(C1=CC=CC=C1)O)C1=CC=CC=C1